5-methyl-3-(pyrrolidin-1-ylmethyl)-1-(5,6,7,8-tetrahydronaphthalen-2-yl)-1H-1,2,4-triazole CC1=NC(=NN1C1=CC=2CCCCC2C=C1)CN1CCCC1